C(#C)C=1N=C(N(C1C)C1=NC=C(N=C1)C)C(=O)N 4-ethynyl-5-methyl-1-(5-methylpyrazin-2-yl)imidazole-2-carboxamide